C(C)(C)(C)C1=CC=CC=2C3=C(OC21)C(=CC=C3)C3(CC=C2C=CC=1C(=CC=C4C=CC3=C2C14)N(C=1C=C(C=CC1)C)C1=CC=CC4=C1OC1=C4C=CC=C1C(C)(C)C)NC=1C=C(C=CC1)C 1,N6-bis(6-(tert-butyl)dibenzo[b,d]furan-4-yl)-N1,N6-di-m-tolylpyrene-1,6-diamine